ClC=1C(=NC(=NC1)NC1CCN(CC1)C(C)=O)C1CNCC1 1-(4-((5-chloro-4-(pyrrolidin-3-yl)pyrimidin-2-yl)amino)piperidin-1-yl)ethan-1-one